ClC1=C(C=CC=C1)C1=C(C2=C(N=C(N=C2)S(=O)(=O)C)N(C1=O)C)C=C 6-(2-chlorophenyl)-5-ethenyl-2-methanesulfonyl-8-methylpyrido[2,3-d]pyrimidin-7-one